(S)-4-((4-chlorophenyl)sulfonamido)-N-(3,3-dimethylbutan-2-yl)-1-methyl-3-(1,4-dioxaspiro[4.5]decan-8-yl)-1H-pyrazole-5-carboxamide ClC1=CC=C(C=C1)S(=O)(=O)NC=1C(=NN(C1C(=O)N[C@@H](C)C(C)(C)C)C)C1CCC2(OCCO2)CC1